Tert-butyl (2-((methylthio)methyl)-4-nitrophenethyl)carbamate CSCC1=C(CCNC(OC(C)(C)C)=O)C=CC(=C1)[N+](=O)[O-]